OC1=C(C=C(C=C1)OC(C=C)=O)N1N=C2C(=N1)C=CC=C2 2-(2'-hydroxy-5'-acryloxyphenyl)-2H-benzotriazole